N=1C=NN2C1C=CC(=C2)C2=CC(=NN2C2=NC(=CC=C2)C)CC(=O)NC2=CC=C(C=C2)CN(C)C 5-([1,2,4]triazolo[1,5-a]pyridin-6-yl)-N-(4-((dimethylamino)methyl)phenyl)-1-(6-methylpyridin-2-yl)-1H-pyrazole-3-carboxyamide